dibutyltin mercaptopropionate CCCC[Sn]1(OC(=O)CCS1)CCCC